N1=C(C=CC=C1)[C@@H](C)NC(=O)C=1C=NC2=C(C=CC=C2C1)OC1=CC=C(C=C1)C(F)(F)F N-[(1R)-1-(2-pyridyl)ethyl]-8-[4-(trifluoromethyl)phenoxy]quinoline-3-carboxamide